C(C)(=O)C1=NN(C2=C(C=C(C=C12)C=1C=NC(=NC1)C)CO)CC(=O)N1[C@@H]2C[C@@]2(C[C@H]1C(=O)NC1=NC(=CC=C1C)Br)C (1R,3S,5R)-2-(2-(3-acetyl-7-(hydroxymethyl)-5-(2-methylpyrimidin-5-yl)-1H-indazol-1-yl)acetyl)-N-(6-bromo-3-methylpyridin-2-yl)-5-methyl-2-azabicyclo[3.1.0]hexane-3-carboxamide